C(C)(C)NC1=NC=CC(=C1)CN1C(N(C(C1(C)C)=O)C=1C=C2C(=NC1)C(CN2C)(C)C)=O 1-((2-(isopropylamino)pyridin-4-yl)methyl)-5,5-dimethyl-3-(1,3,3-trimethyl-2,3-dihydro-1H-pyrrolo[3,2-b]pyridin-6-yl)imidazolidine-2,4-dione